N-(2-methyl-5-(5-methyl-1,2,4-oxadiazol-3-yl)phenyl)-6-(thiazol-4-yl)pyrazolo[1,5-a]pyridin-3-carboxamide CC1=C(C=C(C=C1)C1=NOC(=N1)C)NC(=O)C=1C=NN2C1C=CC(=C2)C=2N=CSC2